FC=1C=C2CCC(NC2=CC1)=O 6-fluoro-2-oxo-1,2,3,4-tetrahydroquinoline